2-(4-(4-((2,4-dimethoxybenzyl)amino)imidazo[1,5-a]quinoxalin-7-yl)-1-methyl-1H-pyrazol-5-yl)benzo[b]thiophene-3-carbonitrile COC1=C(CNC=2C=3N(C4=CC=C(C=C4N2)C=2C=NN(C2C2=C(C4=C(S2)C=CC=C4)C#N)C)C=NC3)C=CC(=C1)OC